N1CC(C1)CC1=C(C=C(S1)[C@H]1N([C@@H](CC2=C1NC1=CC=CC=C21)C)CC(C)(C)F)C (1S,3R)-1-(5-(azetidin-3-ylmethyl)-4-methylthiophen-2-yl)-2-(2-fluoro-2-methylpropyl)-3-methyl-2,3,4,9-tetrahydro-1H-pyrido[3,4-b]indole